tert-butyl 2-((4-((4-((1r,4r)-4-hydroxy-4-methylcyclohexyl)-5-(trifluoromethyl)pyrimidin-2-yl)amino)-3-methylphenyl)thio)-7-azaspiro[3.5]nonane-7-carboxylate OC1(CCC(CC1)C1=NC(=NC=C1C(F)(F)F)NC1=C(C=C(C=C1)SC1CC2(C1)CCN(CC2)C(=O)OC(C)(C)C)C)C